C(C)OC1=C(C=C2C(=NC=NC2=C1)C=1C(=NN(C1)C)C1=CC=CC=C1)N1CCN(CC1)C 7-ethoxy-4-(1-methyl-3-phenyl-1H-pyrazol-4-yl)-6-(4-methylpiperazin-1-yl)quinazoline